SC1=NC(=NC(=N1)OC1=CC(=C(C(=C1)C(C)(C)C)O)C(C)(C)C)OC1=CC(=C(C(=C1)C(C)(C)C)O)C(C)(C)C mercapto-4,6-bis(3,5-di-tert-butyl-4-hydroxyphenoxy)-1,3,5-triazine